COC=1C=C(C=CC1)SC1=C(C#N)C=CN=C1 3-[(3-methoxyphenyl)sulfanyl]isonicotinonitrile